BrC=1C=C(C=C2C(=CN=CC12)I)C 8-bromo-4-iodo-6-methylisoquinoline